3-HYDROXYCYCLOPENTYL-ACETIC ACID OC1CC(CC1)CC(=O)O